1-(1-(piperidin-4-yl)-1H-indol-6-yl)dihydropyrimidine-2,4(1H,3H)-dione hydrochloride Cl.N1CCC(CC1)N1C=CC2=CC=C(C=C12)N1C(NC(CC1)=O)=O